(E)-N-{[2-(4-phenylindole-1-carbonyl)thiazol-5-yl]methyl}-3-(pyridin-3-yl)acrylamide C1(=CC=CC=C1)C1=C2C=CN(C2=CC=C1)C(=O)C=1SC(=CN1)CNC(\C=C\C=1C=NC=CC1)=O